3-ethynyl-N-((3S,4R)-3-fluoro-1-methylpiperidin-4-yl)-2-(3-((2-methoxy-4-(methylsulfonyl)phenyl)amino)prop-1-yn-1-yl)imidazo[1,2-a]pyridin-8-amine C(#C)C1=C(N=C2N1C=CC=C2N[C@H]2[C@H](CN(CC2)C)F)C#CCNC2=C(C=C(C=C2)S(=O)(=O)C)OC